methyl (R)-2-((S)-2-((tert-butoxycarbonyl)(methyl)amino)-N,4-dimethylpentanamido)-3-(3-(trifluoromethyl)-1,2,4-oxadiazol-5-yl)propanoate C(C)(C)(C)OC(=O)N([C@H](C(=O)N(C)[C@@H](C(=O)OC)CC1=NC(=NO1)C(F)(F)F)CC(C)C)C